COC=1C=C(C=CC1C=1C=NNC1)N1C(C2(CC1)CCN(CC2)C(=O)C2=C(C=C(C(=O)N)C=C2C)C)=O 4-{2-[3-methoxy-4-(1H-pyrazol-4-yl)phenyl]-1-oxo-2,8-diazaspiro[4.5]Decane-8-carbonyl}-3,5-dimethylbenzamide